P(O)(=O)(OP(=O)(O)OP(=O)(O)O)OC[C@@H]1[C@H]([C@H]([C@@](O1)(N1C=NC=2C(N)=NC=NC12)CCN=[N+]=[N-])O)O (2-Azidoethyl)-adenosine-5'-triphosphate